4-[(tert-butoxycarbonylamino)ethyl]-proline C(C)(C)(C)OC(=O)NCCC1C[C@H](NC1)C(=O)O